2-[1-[4-(2,6-dioxo-3-piperidyl)-3-fluoro-phenyl]-4-piperidyl]-acetaldehyde O=C1NC(CCC1C1=C(C=C(C=C1)N1CCC(CC1)CC=O)F)=O